(S)-2-chloro-4-((2-hydroxy-1-phenylethyl)amino)pyrimidine-5-carbonitrile ClC1=NC=C(C(=N1)N[C@H](CO)C1=CC=CC=C1)C#N